O1C(OCC1)C1=C(C=CC=C1F)P(OCC)(OCC)=O Diethyl (2-(1,3-dioxolan-2-yl)-3-fluorophenyl)phosphonate